N-(2-((2-((2S,4R,5S)-5-fluoro-4-methoxy-2-methylpiperidin-1-yl)pyridin-4-yl)amino)-8-isopropyl-5-((2R,3S)-2-methyl-3-((methylsulfonyl)methyl)azetidin-1-yl)quinazolin-7-yl)acrylamide F[C@@H]1[C@@H](C[C@@H](N(C1)C1=NC=CC(=C1)NC1=NC2=C(C(=CC(=C2C=N1)N1[C@@H]([C@H](C1)CS(=O)(=O)C)C)NC(C=C)=O)C(C)C)C)OC